tert-Butyl (1s,4s)-4-(3-(2-(2-(3-aminopropanamido)ethoxy)ethoxy) propanamido)cyclohexane-1-carboxylate NCCC(=O)NCCOCCOCCC(=O)NC1CCC(CC1)C(=O)OC(C)(C)C